methyl 2-(2-azaspiro[3.3]heptan-7-yl)-8-fluoro-3,4-dihydro-1H-isoquinoline-6-carboxylate C1NCC12CCC2N2CC1=C(C=C(C=C1CC2)C(=O)OC)F